FC=1C=C(C(=NC1)C(C)C)B1OC(C(O1)(C)C)(C)C 5-fluoro-2-(propan-2-yl)-3-(tetramethyl-1,3,2-dioxaborolan-2-yl)pyridine